[N+](=O)([O-])C=1C=NN(C1)C1CCN(CC1)C(C([2H])([2H])[2H])(C([2H])([2H])[2H])[2H] 4-(4-nitro-1H-pyrazol-1-yl)-1-(prop-2-yl-d7)piperidine